OCCCCCCCCCC=CC=CC(=O)C(O)(C[N+](C)(C)C)CC([O-])=O Hydroxytetradecadienoyl-carnitine